CN(N1CCC(CC1)NC1=NC=C2C(=N1)N(C(N(C2)C2=CC(=C(C=C2)NS(=O)(=O)CC2=CC=C(C=C2)F)F)=O)C(C)C)C N-(4-(7-((1-(dimethylamino)piperidin-4-yl)amino)-1-isopropyl-2-oxo-1,4-dihydropyrimido[4,5-d]pyrimidin-3(2H)-yl)-2-fluorophenyl)-1-(4-fluorophenyl)methanesulfonamide